C(C)(C)(C)C1=CC=C(C=C1)C(C(Cl)(Cl)Cl)=O p-tertiary butyl-trichloroacetophenone